C(C)(C)NC1=NC=C(C(=N1)NC(C)C)CC1=C(C=C(C(=C1)OC)OC)C(C)C N*2*,N*4*-Diisopropyl-5-(2-isopropyl-4,5-dimethoxy-benzyl)-pyrimidine-2,4-diamine